O=C(C(=O)OCCOCCOC(CC1C(C=CC=C1)=O)=O)C1=CC=CC=C1 2-oxo-phenyl-acetic acid 2-[2-oxo-2-phenyl-acetoxy-ethoxy]-ethyl ester